3-(carboxymethyl)-3-azabicyclo[3.2.1]octane-8-carboxylic acid hydrochloride Cl.C(=O)(O)CN1CC2CCC(C1)C2C(=O)O